tert-butyl 2-hydroxy-3-bromo-5,8-dihydro-1,7-naphthyridine-7(6H)-carboxylate OC1=NC=2CN(CCC2C=C1Br)C(=O)OC(C)(C)C